ClC1=C(C(=O)NC(NC2=C(C=CC=C2C=C)C(C)C)=O)C=C(C(=N1)Cl)Cl 2,5,6-trichloro-N-((2-isopropyl-6-vinylphenyl)carbamoyl)nicotinamide